(2-((tert-butoxycarbonyl)amino)ethoxy)-4-(2-(2,4-difluorophenoxy)-5-(ethylsulfonylamino)phenyl)-6-methylpyridine 1-oxide C(C)(C)(C)OC(=O)NCCOC1=[N+](C(=CC(=C1)C1=C(C=CC(=C1)NS(=O)(=O)CC)OC1=C(C=C(C=C1)F)F)C)[O-]